S1C2=C(C=C1COC=1N(C(C3=C(N1)N(N=C3)C)=O)C3=C(C=CC=C3)C)C=CC=C2 6-(benzo[b]thiophen-2-ylmethoxy)-1-methyl-5-(o-tolyl)-1H-pyrazolo[3,4-d]pyrimidin-4(5H)-one